CC1=CC=C(C=C1)C(CBr)=O p-methyl-α-bromoacetophenone